1-(9Z-heptadecenoyl)-2-(9Z,12Z-octadecadienoyl)-glycero-3-phosphoserine CCCCCCC/C=C\CCCCCCCC(=O)OC[C@H](COP(=O)(O)OC[C@@H](C(=O)O)N)OC(=O)CCCCCCC/C=C\C/C=C\CCCCC